2-iodo-4-methyl-5-(trifluoromethyl)aniline IC1=C(N)C=C(C(=C1)C)C(F)(F)F